Ethyl (R)-5-(N-(5-chloro-6-fluoro-2,3-dihydro-1H-inden-2-yl)sulfamoyl)-2-methyl-1H-pyrrole-3-carboxylate ClC=1C=C2C[C@@H](CC2=CC1F)NS(=O)(=O)C1=CC(=C(N1)C)C(=O)OCC